N1(CCCC1)C(=O)C1=NN2C(CNCCC2)=C1 Pyrrolidin-1-yl-(5,6,7,8-tetrahydro-4H-pyrazolo[1,5-a][1,4]diazepin-2-yl)methanone